C(C)OP(=O)(OCC)/C=C/CC1CCN(CC1)C(=O)OC(C)(C)C tert-butyl 4-[(2E)-3-(diethoxyphosphoryl)prop-2-en-1-yl]piperidine-1-carboxylate